Cl.C1(CC1)[C@H](C(F)(F)F)N (R)-1-cyclopropyl-2,2,2-trifluoroethylamine hydrochloride